C1(CC1)CN1C(=CC2=CC=CC=C12)C1=NC2=C(N1CC=1C=NN(C1)C1=CC(=NC=C1)OC)C(=CC(=C2)C(=O)N2C1CCC(C2)[C@H]1N)OC (7R)-2-{2-[1-(cyclopropylmethyl)-1H-indol-2-yl]-7-methoxy-1-{[1-(2-methoxypyridin-4-yl)-1H-pyrazol-4-yl]methyl}-1H-1,3-benzodiazole-5-carbonyl}-2-azabicyclo[2.2.1]heptan-7-amine